(2S)-5-(2-methoxyphenyl)pyrrolidine-2-carboxylic acid methyl ester COC(=O)[C@H]1NC(CC1)C1=C(C=CC=C1)OC